heptadecan-9-yl 8-((2-methyl-3-((2-(methylamino)-3,4-dioxocyclobut-1-en-1-yl)amino)propyl)(6-(((nonyloxy)carbonyl)oxy)hexyl)amino)octanoate CC(CN(CCCCCCCC(=O)OC(CCCCCCCC)CCCCCCCC)CCCCCCOC(=O)OCCCCCCCCC)CNC1=C(C(C1=O)=O)NC